Dodecandiol C(CCCCCCCCCCC)(O)O